(S)-3,3-dimethyl-2-((5-methyl-1,3,4-oxadiazol-2-yl)amino)butyric acid CC([C@@H](C(=O)O)NC=1OC(=NN1)C)(C)C